5-[(4-methylbenzenesulfonyl)oxy]pentan-1-ol CC1=CC=C(C=C1)S(=O)(=O)OCCCCCO